FC=1C(=C2C(=CC(=CC2=CC1)N)B1OC(C(O1)(C)C)(C)C)C#C[Si](C(C)C)(C(C)C)C(C)C 6-fluoro-4-(4,4,5,5-tetramethyl-1,3,2-dioxaborolan-2-yl)-5-[2-(triisopropylsilyl)ethynyl]naphthalen-2-amine